2-(4-(4-(2-(5-amino-8-cyano-2-(pyridin-2-yl)-7H-pyrrolo[3,2-e][1,2,4]triazolo[1,5-c]pyrimidin-7-yl)ethyl)piperazin-1-yl)phenoxy)-N-(methylsulfonyl)acetamide NC1=NC2=C(C=3N1N=C(N3)C3=NC=CC=C3)C=C(N2CCN2CCN(CC2)C2=CC=C(OCC(=O)NS(=O)(=O)C)C=C2)C#N